C(CC)NC1CN(C1)C1=NC(=NC=C1)N 4-[3-(propylamino)azetidin-1-yl]pyrimidin-2-amine